N-(3-(2-chloro-3-(3-(3-hydroxypiperidin-1-yl)propoxy)phenyl)anilino)benzisothiazol ClC1=C(C=CC=C1OCCCN1CC(CCC1)O)C=1C=C(NN2SC3=C(C2)C=CC=C3)C=CC1